Z-perfluoro-2,4-dimethyl-3-heptene FC(C(/C(=C(\C(C(C(F)(F)F)(F)F)(F)F)/C(F)(F)F)/F)(C(F)(F)F)F)(F)F